N-(4,5-dimethoxy-2-((4-(2-(methylamino)ethyl)phenyl)carbamoyl)phenyl)-8-hydroxyquinoline-3-carboxamide trifluoroacetate FC(C(=O)O)(F)F.COC1=CC(=C(C=C1OC)NC(=O)C=1C=NC2=C(C=CC=C2C1)O)C(NC1=CC=C(C=C1)CCNC)=O